(R)-3-methyl-2-(3-((1-methylpiperidin-3-yl)amino)-1,2,4-triazin-6-yl)-5-(trifluoromethyl)phenol CC=1C(=C(C=C(C1)C(F)(F)F)O)C1=CN=C(N=N1)N[C@H]1CN(CCC1)C